N-hydroxy-4-(2-((3'-methoxy-[1,1'-biphenyl]-4-yl)amino)-2-oxoethyl)benzamide ONC(C1=CC=C(C=C1)CC(=O)NC1=CC=C(C=C1)C1=CC(=CC=C1)OC)=O